C(C)(C)(C)C1=C(C=CC(=C1)C(C)(C)C)OP([O-])(=O)C=1C=C(C=CC1)C1=CC(=CC=C1)P([O-])(=O)[O-] (2,4-di-t-butylphenyl)-3,3'-biphenylbisphosphonate